FC1=CC2=C(C(=C(O2)C)C(=O)OCC)C=C1S ethyl 6-fluoro-5-mercapto-2-methylbenzofuran-3-carboxylate